C=CCCCCCC(C)C Isodecen